3-[6-[2-[2-[2-[[4-[4-(6-methoxyimidazo[1,2-a]pyridin-2-yl)phenyl]pyridin-2-yl]amino]ethoxy]ethoxy]ethoxy]-3-oxidanylidene-1H-isoindol-2-yl]piperidine-2,6-dione COC=1C=CC=2N(C1)C=C(N2)C2=CC=C(C=C2)C2=CC(=NC=C2)NCCOCCOCCOC2=CC=C1C(N(CC1=C2)C2C(NC(CC2)=O)=O)=O